1-Chloroethyl (2-((tetrahydro-2H-pyran-2-yl)oxy)ethyl) carbonate C(OC(C)Cl)(OCCOC1OCCCC1)=O